3-(piperidin-4-yl)pyrrolidine-1-carboxylic acid tert-butyl ester C(C)(C)(C)OC(=O)N1CC(CC1)C1CCNCC1